(R)-N-[2-(Ethyl-methyl-amino)-6-(4-fluoro-benzylamino)-pyridin-3-yl]-3-phenyl-butyramide C(C)N(C1=NC(=CC=C1NC(C[C@@H](C)C1=CC=CC=C1)=O)NCC1=CC=C(C=C1)F)C